COC(/C=C/C1=CC=C(CCC2CCN(CC2)C(=O)OC(C)(C)C)C=C1)=O tert-butyl (E)-4-(4-(3-methoxy-3-oxoprop-1-en-1-yl)phenethyl)piperidine-1-carboxylate